methyl (5S)-5-[4-chloro-3-(4-ethoxybenzyl) phenyl]-1-thio-beta-L-xylopyranoside ClC1=C(C=C(C=C1)[C@H]1[C@@H]([C@H]([C@@H]([C@@H](SC)O1)O)O)O)CC1=CC=C(C=C1)OCC